O(C1=CC=CC=C1)CC=1N=C2N(C=CC=N2)C1 2-phenoxymethylimidazo[1,2-a]pyrimidine